O(C1=CC=CC=C1)CCCC(=O)NCC(=O)N1[C@@H](C[C@@H](C1)C=1C=C(C=CC1)C)C(=O)OC methyl (2S,4R)-1-((4-phenoxybutanoyl)glycyl)-4-(m-tolyl)pyrrolidine-2-carboxylate